C(CCCCCCCCCC)(=O)N1[C@@H](CCC1)C(=O)O N-n-undecanoyl-proline